(S)-2-methylbutanate C[C@H](C(=O)[O-])CC